1-(6-nitropyridin-3-yl)piperidin-4-carbaldehyde [N+](=O)([O-])C1=CC=C(C=N1)N1CCC(CC1)C=O